C1C(CC12CCC1(OCCO1)CC2)C#CC=2C=C(N=NC2N)C2=C(C=CC=C2)O 2-(5-((8,11-dioxadispiro[3.2.47.24]tridecane-2-yl)ethynyl)-6-aminopyridazin-3-yl)phenol